FS(=N)F.[Li] lithium bis(fluoro)sulfimide